BrC1=NC(=CC=C1)OCC1=CC=C(C=C1)N1N=NC=C1 2-bromo-6-[[4-(triazol-1-yl)phenyl]methoxy]pyridine